C1=CC=C(C=C1)P(CCCP(C2=CC=CC=C2)C3=CC=CC=C3)C4=CC=CC=C4 bis(1,3-diphenylphosphino)propane